2-Amino-4-(3-(((S)-4-(difluoromethylidene)-1-methylpyrrolidin-2-yl)methoxy)-5-fluoro-7,9-dihydrofuro[3,4-f]quinazolin-6-yl)-7-fluorothieno[3,2-c]pyridine-3-carbonitrile NC1=C(C=2C(=NC=C(C2S1)F)C=1C2=C(C=3C=NC(=NC3C1F)OC[C@H]1N(CC(C1)=C(F)F)C)COC2)C#N